1-(allyl)-3-methylimidazole chloride [Cl-].C(C=C)N1CN(C=C1)C